CC(COC1=CC=C(C=C1)CC(=O)O)C 2-[4-(2-methylpropyloxy)phenyl]acetic acid